C(C)(C)(C)OC(N[C@@H]1[C@@H]2[C@H](OC1)[C@H](CO2)NC2=C1CN(C(C1=CC=C2)=O)C2C(NC(CC2)=O)=O)=O N-[(3S,3aR,6S,6aR)-6-{[2-(2,6-dioxopiperidin-3-yl)-1-oxo-3H-isoindol-4-yl]amino}-hexahydrofuro[3,2-b]furan-3-yl]carbamic acid tert-butyl ester